bis(norbornene) rhodium (I) tetrafluoroborate F[B-](F)(F)F.[Rh+].C12C=CC(CC1)C2.C21C=CC(CC2)C1